FC1=NC=CC=C1C(=NO)Cl (3Z)-2-fluoro-N-hydroxypyridine-3-carboximidoyl chloride